CC(C[C@@H](C=1C=NC(=CC1)C)C1=CC=C(C=C1)C(C)=O)(C)C (R)-1-(4-(3,3-dimethyl-1-(6-methylpyridin-3-yl)butyl)phenyl)ethan-1-one